tert-butyl 3-[[2-chloro-4-[[5-(2,3-difluoro-4-methoxy-phenyl)-1-methyl-imidazole-2-carbonyl]amino]benzoyl]amino]pyrrolidine-1-carboxylate ClC1=C(C(=O)NC2CN(CC2)C(=O)OC(C)(C)C)C=CC(=C1)NC(=O)C=1N(C(=CN1)C1=C(C(=C(C=C1)OC)F)F)C